tert-Butyl 4-[(3-amino-2,5-difluoro-4-nitrophenyl)methyl]piperazine-1-carboxylate NC=1C(=C(C=C(C1[N+](=O)[O-])F)CN1CCN(CC1)C(=O)OC(C)(C)C)F